P1(=O)(OOC2=C(C=C(C=C2C(C)(C)C)C(C)(C)C)CC2=C(OO1)C(=CC(=C2)C(C)(C)C)C(C)(C)C)[O-].[Na+] sodium 2,2'-methylene-bis(4,6-di-tert-butylphenoxy) phosphate